CN1N=NC2=C1C=CC(=C2C)C(C(C(=O)O)(C)C)C2=CC(=C(C=C2)C)CN2C[C@H](OC=1C=NC=3C=CC=CC3C1C2)CC 3-(1,4-dimethyl-1H-benzo[d][1,2,3]triazol-5-yl)-3-(3-(((R)-4-ethyl-3,4-dihydro-[1,4]oxazepino[7,6-c]quinolin-2(1H)-yl)methyl)-4-methylphenyl)-2,2-dimethylpropionic acid